1-Fluoroethyl Propargyl carbonate C(OC(C)F)(OCC#C)=O